N-(3-chloro-5-(methylsulfonyl)phenyl)-5-fluorobenzo[b]thiophene-2-carboxamide ClC=1C=C(C=C(C1)S(=O)(=O)C)NC(=O)C1=CC2=C(S1)C=CC(=C2)F